(phenyl)[(phenyl)(dimethylindenopyridyl)triazinyl]dibenzofuran C1(=CC=CC=C1)C1=C(C2=C(OC3=C2C=CC=C3)C=C1)C1=NN=NC(=C1C1=NC3=C(C(=C1C)C)C=1C=CC=CC1C3)C3=CC=CC=C3